4-(8-{4-fluoro-2-[N-(isopropyl)propionamido]phenyl}-3-methylimidazo[1,5-a]pyridin-6-yl)piperazine-1-carboxylic acid tert-butyl ester C(C)(C)(C)OC(=O)N1CCN(CC1)C=1C=C(C=2N(C1)C(=NC2)C)C2=C(C=C(C=C2)F)N(C(CC)=O)C(C)C